C12C3CC4C2C4C31 tetracyclo[3.2.0.02,7.04,6]heptane